tert-butyl 4-{2-[4-(4-chlorophenyl)-2-(6-methoxypyridin-3-yl)-1H-imidazol-1-yl]acetyl}piperazine-1-carboxylate ClC1=CC=C(C=C1)C=1N=C(N(C1)CC(=O)N1CCN(CC1)C(=O)OC(C)(C)C)C=1C=NC(=CC1)OC